FC(OC1=CC(=C(N)C=C1)C)F 4-(difluoro-methoxy)-2-methylaniline